4-[(2R)-3-(3,4-dihydro-1H-isoquinolin-2-yl)-2-hydroxy-propyl]-8-[[1-(2-hydroxyethyl)-4-piperidinyl]oxy]-2,3-dihydro-1,4-benzoxazepin-5-one C1N(CCC2=CC=CC=C12)C[C@H](CN1CCOC2=C(C1=O)C=CC(=C2)OC2CCN(CC2)CCO)O